C(CS(=O)(=O)[O-])N The molecule is a 1,1-diunsubstituted alkanesulfonate that is ethanesulfonate substituted by an amino group at position 2. It has a role as a human metabolite and a mouse metabolite. It is a conjugate base of a taurine.